FC1=CC=C(C=C1)C1=CC=C(S1)CO 5-(4-fluorophenyl)thiophene-2-methanol